5-(4-Amino-2,6-dichlorophenoxy)-2-carbonylpyridine NC1=CC(=C(OC=2C=CC(NC2)=C=O)C(=C1)Cl)Cl